resveratrol triacrylate C(C=C)(=O)OC=1C=C(C=C(C1)OC(C=C)=O)C=CC1=CC=C(OC(C=C)=O)C=C1